CC1=CC2=C(N=C(N=C2NCCCC2=CC=CC=C2)C2=NNC=C2)S1 6-methyl-N-(3-phenylpropyl)-2-(1H-pyrazol-3-yl)thieno[2,3-d]pyrimidin-4-amine